(E)-3-(4-(tert-butoxycarbonyl)morpholin-2-yl)acrylic acid C(C)(C)(C)OC(=O)N1CC(OCC1)/C=C/C(=O)O